COC(C1=C(C(=CC(=C1)F)[N+](=O)[O-])C(CC1=CC(=C(C=C1)C#N)F)=O)=O.C(=CC1=CC=CC=C1)[Si](OCC)(OCC)C styryl-(methyl)diethoxysilane methyl-2-[2-(4-cyano-3-fluorophenyl)acetyl]-5-fluoro-3-nitrobenzoate